ClC=1C=C2C=C(C(OC2=C(C1)Cl)=N)C(N)=S 6,8-dichloro-2-imino-2H-chromen-3-thioamide